5-fluoro-N-(5-(((2-methoxyethyl)amino)methyl)benzo[d]oxazol-2-yl)benzo[d]oxazol-2-amine FC=1C=CC2=C(N=C(O2)NC=2OC3=C(N2)C=C(C=C3)CNCCOC)C1